2,6-diaminobenzenesulfonic acid NC1=C(C(=CC=C1)N)S(=O)(=O)O